FC(C=1N=C(SC1)C=C=O)(F)F 2-(4-(trifluoromethyl)thiazol-2-yl)ethenone